(5-(thiazol-2-yl)isoxazol-3-yl)methanamine S1C(=NC=C1)C1=CC(=NO1)CN